1-n-butylbiguanide C(CCC)NC(=N)NC(=N)N